7,9,9-trimethyl-4,13-dioxo-3,14-dioxa-5,12-diazahexadecane-1,16-diyl-bis(2-methyl acrylate) CC(CNC(OCCC=C(C(=O)[O-])C)=O)CC(CCNC(OCCC=C(C(=O)[O-])C)=O)(C)C